Ethyl 6-((1H-Tetrazol-5-Yl)Oxy)-5-Fluorobenzofuran-3-Carboxylate N1N=NN=C1OC1=CC2=C(C(=CO2)C(=O)OCC)C=C1F